ClC=1C=C(NC(C(C(=O)N[C@H](CC(=O)OC)C)(F)F)=O)C=C(C1)Cl methyl (3S)-3-[[3-(3,5-dichloroanilino)-2,2-difluoro-3-oxo-propanoyl]amino]butanoate